N-[(3R,4R)-1-[6-[[1-(5-aminopentyl)-3-methoxy-pyrazol-4-yl]amino]-9-tert-butyl-purin-2-yl]-4-fluoropyrrolidin-3-yl]prop-2-enamide NCCCCCN1N=C(C(=C1)NC1=C2N=CN(C2=NC(=N1)N1C[C@H]([C@@H](C1)F)NC(C=C)=O)C(C)(C)C)OC